COC=1C=CC=CC1C1=C(C=CC=C1)OC 3,3'-Dimethoxy-4,4-biphenyl